BrC1=CC=C(C=N1)N1C[C@H](CCC1)NCC=1C(C2=CC(=C(C=3OCC(N(C1)C32)C)F)F)=O 11-[[[(3S)-1-(6-bromo-3-pyridinyl)-3-piperidinyl]amino]methyl]-6,7-difluoro-2-methyl-4-oxa-1-azatricyclo[7.3.1.05,13]tridecane-5(13),6,8,11-tetraen-10-one